C1(=CC=CC=C1)CON1[C@@H]2CC[C@H](N(C1=O)C2)C(NC(CCNC(=N)N)=O)=N N-(((2S,5R)-6-(phenylmethyloxy)-7-oxo-1,6-diazabicyclo[3.2.1]oct-2-yl)(imino)methyl)-3-guanidinopropionamide